OC1=C(CNC2=C3N=CN(C3=NC=N2)[C@H]2[C@@H](O)[C@H](O)[C@H](O2)CO)C=C(C=C1)Br 6-(2-hydroxy-5-bromobenzylamino)-9-β-D-arabinofuranosylpurine